C1(=C(C=CC=C1)[Bi](C1=C(C=CC=C1)C)C1=C(C=CC=C1)C)C tris(o-tolyl)bismuth